[5-(trifluoromethyl)pyridin-2-yl]Oxy-1H-benzimidazole FC(C=1C=CC(=NC1)ON1C=NC2=C1C=CC=C2)(F)F